NC1=C(C=CC(=C1)C(F)(F)F)N1CC(CCC1)O 1-(2-amino-4-(trifluoromethyl)phenyl)piperidin-3-ol